N-(1-(2,6-dimethoxyphenyl)-2-(6-ethoxypyridin-2-yl)-5-hydroxy-1H-imidazo[4,5-b]pyrazin-6-yl)methanesulfonamide COC1=C(C(=CC=C1)OC)N1C(=NC=2C1=NC(=C(N2)O)NS(=O)(=O)C)C2=NC(=CC=C2)OCC